Propylenglycol mono-iso-propyl ether C(C)(C)OCC(C)O